FC=1C(=C(C=CC1F)[C@H]1[C@@H](N[C@]([C@H]1C)(C(F)(F)F)C)C(=O)NC1=CC(=NC=C1)S(=O)(=O)C)OC (2r,3s,4s,5r)-3-(3,4-difluoro-2-methoxyphenyl)-4,5-dimethyl-N-(2-(methylsulfonyl)pyridin-4-yl)-5-(trifluoromethyl)pyrrolidine-2-carboxamide